ClC=1C=C(C=CC1OCC1=CC(=CC=C1)F)C1=NC2=CC(=C(C=C2C(=N1)N)[N+](=O)[O-])C#CC1[C@@H]2CN(C[C@H]12)C (3-chloro-4-((3-fluorobenzyl)oxy)phenyl)-7-(((1r,5s,6s)-3-methyl-3-azabicyclo[3.1.0]hexane-6-yl)ethynyl)-6-nitroquinazolin-4-amine